BrC=1C(=NC=CC1)CC1N(C(C2=CC=CC=C12)=O)CC1CC(C1)(O)CC(=O)O [3-[[1-[(3-bromo-2-pyridyl)methyl]-3-oxo-isoindolin-2-yl]methyl]-1-hydroxy-cyclobutyl]acetic acid